trifluoroethyl acetate ethyl-acetate C(C)OC(C)=O.C(C)(=O)OCC(F)(F)F